5-(2-(1H-indol-3-yl)ethyl)-6-((tetrahydro-2H-pyran-4-yl)methyl)-5,6,7,8-tetrahydro-[1,3]dioxolo[4,5-g]isoquinoline N1C=C(C2=CC=CC=C12)CCC1N(CCC=2C=C3C(=CC12)OCO3)CC3CCOCC3